CN(S(=O)(=O)C)C1=C(C(=O)N2C3=C(OCC2)C=C(C=C3)S(=O)(=O)N3CCN(CC3)C(=O)OC(C)(C)C)C=CC=C1 tert-butyl 4-((4-(2-(N-methylmethylsulfonamido)benzoyl)-3,4-dihydro-2H-benzo[b][1,4]oxazin-7-yl)sulfonyl)piperazine-1-carboxylate